OC1=CC=C(C=C1)[C@H]1[C@@H]2[C@H](C3=CC(=CC=C3O1)O)CSC2 (3aS,4R,9bR)-4-(4-Hydroxy-phenyl)-1,3a,4,9b-tetrahydro-3H-5-oxa-2-thia-cyclopenta[a]naphthalen-8-ol